C(CC)OC(C(CC(=O)OCCC)CC1=C(C=CC=C1)OCCC)=O 2-propoxybenzylsuccinic acid dipropyl ester